N1,N1-dimethyl-N4-(3-oxoisoindolin-5-yl)benzene-1,4-disulfonamide CN(S(=O)(=O)C1=CC=C(C=C1)S(=O)(=O)NC=1C=C2C(NCC2=CC1)=O)C